ClC1=CC(=C(N=N1)C(=O)NC([2H])([2H])[2H])NC1=NC=CC=C1SC(F)F 6-chloro-4-((3-((difluoromethyl)thio)pyridin-2-yl)amino)-N-(methyl-d3)pyridazine-3-carboxamide